4-(3-isopropyl-2-(8-isopropyl-7-methylimidazo[1,2-a]pyridin-6-yl)-1H-indol-5-yl)piperidine-1-carboxylic acid tert-butyl ester C(C)(C)(C)OC(=O)N1CCC(CC1)C=1C=C2C(=C(NC2=CC1)C=1C(=C(C=2N(C1)C=CN2)C(C)C)C)C(C)C